C1=CC=C2C=3C(CC4N(C13)CCN(C4)CCO)=CS2 2-(6a,7,9,10-Tetrahydropyrazino[1,2-a]Thieno[4,3,2-De]Quinolin-8(6H)-Yl)Ethan-1-Ol